4-amino-N-(4-(1-(difluoromethyl)-1H-pyrazol-4-yl)-2-fluorobenzyl)-7-fluoro-N-(1-methyl-1H-pyrazol-4-yl)imidazo[1,5-a]quinoxaline-8-carboxamide NC=1C=2N(C3=CC(=C(C=C3N1)F)C(=O)N(C=1C=NN(C1)C)CC1=C(C=C(C=C1)C=1C=NN(C1)C(F)F)F)C=NC2